C(=O)(OC(C)(C)C)N1[C@H](CCCC1)C(=O)O |r| (±)-N-Boc-piperidine-2-carboxylic acid